C(C)(C)(C)OC(=O)N1CCC(CC1)C=1C=C2C(=C(NC2=CC1)C1=CC(=NC(=C1)C)F)C(C)C 4-(2-(2-fluoro-6-methylpyridin-4-yl)-3-isopropyl-1H-indol-5-yl)piperidine-1-carboxylic acid tert-butyl ester